Ethyl 6-chloro-1-(6-hydroxypyridin-3-yl)-4-oxo-7-{5H,7H-pyrrolo[3,4-b]pyridin-6-yl}quinoline-3-carboxylate ClC=1C=C2C(C(=CN(C2=CC1N1CC2=NC=CC=C2C1)C=1C=NC(=CC1)O)C(=O)OCC)=O